NC=1C(=C(C(=CC1C(=O)O)Cl)C1=C(C=CC=C1OC)F)F 3-amino-6-chloro-2,2'-difluoro-6'-methoxy-[1,1'-biphenyl]-4-carboxylic acid